C1(=CC=CC=C1)S(=O)(=O)N1C=CC=C1 1-(benzenesulfonyl)pyrrole